1-Ethyl-2-(6-trifluoromethyl-benzothiazol-2-ylamino)-1H-benzoimidazole-5-carboxylic acid ethylamide C(C)NC(=O)C1=CC2=C(N(C(=N2)NC=2SC3=C(N2)C=CC(=C3)C(F)(F)F)CC)C=C1